4-bromo-2-methyl-7-nitro-2,3-dihydrobenzofuran BrC1=CC=C(C2=C1CC(O2)C)[N+](=O)[O-]